4-(1H-imidazol-1-yl)-N-((1r,3r)-3-(6-(trifluoromethyl)pyridin-3-yl)cyclobutyl)pyrimidine-2-carboxamide N1(C=NC=C1)C1=NC(=NC=C1)C(=O)NC1CC(C1)C=1C=NC(=CC1)C(F)(F)F